3-[5-chloro-2-(dimethylsulfamoyl)-4-(2H-1,2,3-triazol-4-yl)benzamido]-3',4'-difluoro-[1,1'-biphenyl]-4-carboxylic acid ClC=1C(=CC(=C(C(=O)NC=2C=C(C=CC2C(=O)O)C2=CC(=C(C=C2)F)F)C1)S(N(C)C)(=O)=O)C1=NNN=C1